OC(C)(C)C=1C=CC(=C(C1)O)C1=NN=C(C2=CC=CC=C12)N[C@H]1CN(CCC1)C (R)-5-(2-hydroxypropan-2-yl)-2-(4-((1-methylpiperidin-3-yl)amino)phthalazin-1-yl)phenol